C12C=CC(NC1)C2 5-azabicyclo[2.2.1]hept-2-ene